ClC=1C=C(C=2N(N1)C(=CN2)F)[C@@H]2[C@H](C2)C2=CC=C(C=C2)C(F)F 6-chloro-8-((1S,2S)-2-(4-(difluoromethyl)phenyl)cyclopropyl)-3-fluoroimidazo[1,2-b]pyridazine